3-(4-amino-1H-imidazol-1-yl)benzonitrile NC=1N=CN(C1)C=1C=C(C#N)C=CC1